N1=C2C(=CC=C1)CN(C2)C(=O)C2=C(C=C(C=C2OCC2=NC=CC=C2)O)O 5,7-dihydropyrrolo[3,4-b]pyridin-6-yl-[2,4-dihydroxy-6-(2-pyridylmethoxy)phenyl]methanone